5'-(4-methoxybenzyl)-2'-(pyrido[3,2-d]pyrimidin-4-ylamino)spiro[cyclohexane-1,4'-thieno[2,3-c]pyrrol]-6'(5'H)-one COC1=CC=C(CN2C(C3=C(C24CCCCC4)C=C(S3)NC=3C4=C(N=CN3)C=CC=N4)=O)C=C1